5-(5-((E)-((1S,2S,5R)-2-fluoro-1-methyl-9-azabicyclo[3.3.1]nonan-3-ylidene)methyl)pyrazin-2-yl)-2-(1H-imidazol-1-yl)pyridin-4-ol F[C@@H]\1[C@@]2(CCC[C@H](C/C1=C\C=1N=CC(=NC1)C=1C(=CC(=NC1)N1C=NC=C1)O)N2)C